(2-bromoacetyl)-L-lysine tert-butyl ester C(C)(C)(C)OC([C@@H](NC(CBr)=O)CCCCN)=O